OC1=C(C=C(C#N)C=C1C1=CC(=CC=C1)C(F)(F)F)[N+](=O)[O-] 4-Hydroxy-3-nitro-5-[3-(trifluoromethyl)phenyl]benzonitril